C1(=CC=C(C=C1)C)OP(O)(O)=O cresylphosphoric acid